dibutyl-zinc dilaurate silicate [Si](O)(O)(O)O.C(CCCCCCCCCCC)(=O)O.C(CCCCCCCCCCC)(=O)O.C(CCC)[Zn]CCCC